5-bromo-3-(5-(4-(bromomethyl)phenyl)-1,3,4-oxadiazol-2-yl)pyrazin-2-amine BrC=1N=C(C(=NC1)N)C=1OC(=NN1)C1=CC=C(C=C1)CBr